FC(CC(C(=O)NC1=NC=CC(=C1)C1=C(C=2C(N(CC(C2N1)CC(F)(F)F)C)=O)C1=CC=C(C=C1)F)C1=CC=C(C=C1)F)F 4,4-Difluoro-2-(4-fluorophenyl)-N-{4-[3-(4-fluorophenyl)-5-methyl-4-oxo-7-(2,2,2-trifluoroethyl)-4,5,6,7-tetrahydro-1H-pyrrolo[3,2-c]pyridin-2-yl]pyridin-2-yl}butanamide